N-[(15aS,16R)-5,17,17,20-tetrafluoro-7-methyl-1-oxo-2,3,15a,16,17,18-hexahydro-1H,15H-4,8-(azeno)-14,10-(metheno)pyrrolo[1,2-j][1,8,10]oxadiazacycloheptadecin-16-yl]ethanesulfonamide FC1=CC(=C2OC=3C=CC=C(C[C@@H]4N(C(NCC1=N2)=O)CC([C@@H]4NS(=O)(=O)CC)(F)F)C3F)C